Tetracyclo[6.2.1.13,6.02,7]dodeca-9-ene-4-carboxylic acid C12C3C4C(CC(C3C(C=C1)C2)C4)C(=O)O